(1r,4r)-N1-(2-methoxyethyl)-N1-methyl-N4-(6-(4,4,5,5-tetramethyl-1,3,2-dioxaborolan-2-yl)quinazolin-2-yl)cyclohexane-1,4-diamine COCCN(C1CCC(CC1)NC1=NC2=CC=C(C=C2C=N1)B1OC(C(O1)(C)C)(C)C)C